((2R,4S,5S)-4-amino-5-(hydroxymethyl)tetrahydro-2H-pyran-2-yl)((S)-1-(4-fluorophenyl)-3,4-dihydroisoquinolin-2(1H)-yl)methanone N[C@H]1C[C@@H](OC[C@@H]1CO)C(=O)N1[C@H](C2=CC=CC=C2CC1)C1=CC=C(C=C1)F